BrC=1C=CC(=C(C1)NC1=NC=NC2=CC(=C(C=C12)NC(\C(=C/[C@@H]1N(CCC1)C(=O)OC(C)(C)C)\F)=O)OC)OC tert-butyl (R,E)-2-(3-((4-((5-bromo-2-methoxyphenyl)amino)-7-methoxyquinazolin-6-yl)amino)-2-fluoro-3-oxoprop-1-en-1-yl)pyrrolidine-1-carboxylate